4-(4-((5-(1,6-dimethyl-1H-pyrazolo[3,4-b]pyridin-4-yl)-3-methyl-4,5,6,7-tetrahydro-1H-pyrazolo[4,3-c]pyridin-1-yl)methyl)bicyclo[2.2.2]octan-1-yl)-1-methylpiperazin-2-one CN1N=CC=2C1=NC(=CC2N2CC1=C(CC2)N(N=C1C)CC12CCC(CC1)(CC2)N2CC(N(CC2)C)=O)C